1-trifluoromethyl-1-(4-methoxyphenyl)ethylene FC(C(=C)C1=CC=C(C=C1)OC)(F)F